N-[2-[3-[(S or R)-[1-[(4aR-8aS)-3-Oxo-4,4a,5,7,8,8a-hexahydropyrido[4,3-b][1,4]oxazine-6-carbonyl]-4-piperidyl]-phenyl-methyl]phenoxy]ethyl]-3-(2-aminoethoxy)propanamide O=C1N[C@H]2[C@@H](OC1)CCN(C2)C(=O)N2CCC(CC2)[C@H](C=2C=C(OCCNC(CCOCCN)=O)C=CC2)C2=CC=CC=C2 |o1:19|